N-(4,5-dichloro-2-fluorophenyl)-4-fluoro-3-oxo-3,5,6,7,8,9-hexahydro-2H-6,9-epiminocyclohepta[c]pyridine-10-carboxamide ClC1=CC(=C(C=C1Cl)NC(=O)N1C2CC=3C(=CNC(C3F)=O)C1CC2)F